C(C)(C)(C)N(C(O)=O)CCOCCOCCOC1=C(C=C(C=C1)Cl)Br.CC=1N=CSC1C1=CC=C2C(=NNC2=C1)C=1C=NN(C1)C 4-methyl-5-(3-(1-methyl-1H-pyrazol-4-yl)-1H-indazol-6-yl)thiazol TERT-BUTYL-N-[2-[2-[2-(2-BROMO-4-CHLOROPHENOXY)ETHOXY]ETHOXY]ETHYL]CARBAMATE